N[C@H]1[C@@H](CCCCC1)C1=C(C2=NC(=CC(=C2S1)NCC=1SC=CC1)Cl)Cl 2-((1R,2R)-2-aminocycloheptyl)-3,5-dichloro-N-(thiophen-2-ylmethyl)thieno[3,2-b]pyridin-7-amine